tert-butyl 4-(6-hydroxy-5,6,7,8-tetrahydro-[1,2,4]triazolo[1,5-a]pyridine-6-carbonyl)-3,3-dimethylpiperazine-1-carboxylate OC1(CCC=2N(C1)N=CN2)C(=O)N2C(CN(CC2)C(=O)OC(C)(C)C)(C)C